Allyl (2S,3S,4S,5R,6S)-3,4,5-tris(((allyloxy)carbonyl)oxy)-6-(4-(((tert-butyldimethylsilyl)oxy)methyl)-2-nitrophenoxy)tetrahydro-2H-pyran-2-carboxylate C(C=C)OC(=O)O[C@@H]1[C@H](O[C@H]([C@@H]([C@H]1OC(=O)OCC=C)OC(=O)OCC=C)OC1=C(C=C(C=C1)CO[Si](C)(C)C(C)(C)C)[N+](=O)[O-])C(=O)OCC=C